(dimethylcarbamoyl)-8,9-dihydro-5H-pyrido[3,2-c]azepin-6(7H)-carboxylic acid tert-butyl ester C(C)(C)(C)OC(=O)N1CC2=C(CCC1)N=C(C=C2)C(N(C)C)=O